FC1=C2C(NC(=NC2=CC(=C1)OCC1COCCC1)CS[C@@H]1CC[C@H](CC1)O)=O 5-Fluoro-2-(((trans-4-hydroxycyclohexyl)thio)methyl)-7-((tetrahydro-2H-pyran-3-yl)methoxy)quinazolin-4(3H)-one